COC(\C=C\C1=CC=C(C=C1)OC=1C2=C(SC1C(C1=C(C=C(C=C1)F)C)=O)C=C(C=C2)O)=O.FCC(=O)C2=NC=NC(=C2F)OC 2-fluoro-1-(5-fluoro-6-methoxypyrimidin-4-yl)ethanone Methyl-(E)-3-(4-((2-(4-fluoro-2-methylbenzoyl)-6-hydroxybenzo[b]thiophen-3-yl)oxy)phenyl)acrylate